Cl.ClC1=C(C=CC=C1[C@]1(NC(N(C(C1)=O)[C@H]1C[C@H](OCC1)C)=N)C)NC(C1=CC(=CC=C1)N1C=NC=C1)=O |o1:15,17| N-(2-Chloro-3-{(4S)-2-imino-4-methyl-1-[(2R*,4R*)-2-methyl-tetrahydropyran-4-yl]-6-oxo-hexahydropyrimidin-4-yl}phenyl)-3-(imidazol-1-yl)benzamide hydrochloride